2-[[(1S,3S)-3-[[3-chloro-5-(1-ethylpropyl)pyrazolo[1,5-a]pyrimidin-7-yl]amino]cyclopentyl]amino]acetic acid ClC=1C=NN2C1N=C(C=C2N[C@@H]2C[C@H](CC2)NCC(=O)O)C(CC)CC